BrC1=CC(=C(C=C1)NC=1C=NC=CC1P(=O)(C)C)Cl N-(4-bromo-2-chlorophenyl)-4-(dimethylphosphoryl)pyridin-3-amine